ClC1=CC(=C(C=C1)C1=NC(=CN2C1=NC(=C(C2=O)C)C)[C@@H]2C[C@@H](OCC2)C2=CN(C(C=C2)=O)C2CC(C2)(F)F)F |r| 9-(4-chloro-2-fluoro-phenyl)-7-[rac-(2R,4S)-2-[1-(3,3-difluorocyclobutyl)-6-keto-3-pyridyl]tetrahydropyran-4-yl]-2,3-dimethyl-pyrazino[1,2-a]pyrimidin-4-one